ClN1NN=C(C=C1C1=CC=CC=C1)C1=CC=CC=C1 1-chloro-4,6-diphenyltriazine